N=1NC(NC(C1)=O)=O 1,2,4-Triazine-3,5-dione